NC1=CC=2C3CN(CC(C2C=C1N)C3)C(C(F)(F)F)=O 1-(4,5-diamino-10-aza-tricyclo[6.3.1.02,7]dodeca-2(7),3,5-trien-10-yl)-2,2,2-trifluoro-ethanone